tert-butyl(2-amino-4-fluoro-5-(4-methylpiperazin-1-yl)phenyl)carbamate C(C)(C)(C)OC(NC1=C(C=C(C(=C1)N1CCN(CC1)C)F)N)=O